ClC1=CC=C(C=C1)C1=CC(NC(N1)=S)=O 6-(p-chlorophenyl)-2-thiouracil